Cl.Cl.C(C)(C)C1=CN=C2N1N=C(C=C2N[C@@H](C)C2=CC=CC=C2)NC2CCNCC2 (S)-3-ISOPROPYL-N8-(1-PHENYLETHYL)-N6-(PIPERIDIN-4-YL)IMIDAZO[1,2-B]PYRIDAZINE-6,8-DIAMINE DIHYDROCHLORIDE